5-[2-methyl-4-[(3S)-1-methylpyrrolidin-3-yl]oxy-pyrazol-3-yl]-N-[5-(trifluoromethyl)-2-pyridyl]pyrazolo[1,5-a]pyridin-2-amine CN1N=CC(=C1C1=CC=2N(C=C1)N=C(C2)NC2=NC=C(C=C2)C(F)(F)F)O[C@@H]2CN(CC2)C